BrNCCC(=O)O N-bromobeta-alanine